BrC1=C(O[C@@H]2CN(CC2)C(=O)OC(C)(C)C)C=CC(=C1)C(=O)OC Tert-Butyl (S)-3-(2-bromo-4-(methoxycarbonyl)phenoxy)pyrrolidine-1-carboxylate